N-(3-methyl-5-(2-((S)-2-methylazetidin-1-yl)-6,7-dihydro-5H-cyclopenta[d]pyrimidin-4-yl)-2,3-dihydro-1H-inden-1-yl)methanesulfonamide CC1CC(C2=CC=C(C=C12)C=1C2=C(N=C(N1)N1[C@H](CC1)C)CCC2)NS(=O)(=O)C